C(C1=CC=CC=C1)SCC(=O)C1=CC=C(C=C1)C1=NOC(=N1)C(F)(F)Cl 2-(benzylthio)-1-(4-(5-(chlorodifluoromethyl)-1,2,4-oxadiazol-3-yl)phenyl)ethan-1-one